C(C)C1CN(CCO1)C1=CC=C(C=C1)[N+](=O)[O-] 2-ethyl-4-(4-nitrophenyl)morpholine